2-ethoxy-4,5-dimethoxy-amphetamine C(C)OC1=C(CC(N)C)C=C(C(=C1)OC)OC